NCC1=CC(=C(C(=C1)C)NC(=O)C1=CC2=C(OCCC3=C2SC=C3)C=C1C=1C(=NC(=CC1)C(NC1(CCCCC1)C(=O)O)=O)C(=O)O)C 3-(9-((4-(aminomethyl)-2,6-dimethylphenyl)carbamoyl)-4,5-dihydrobenzo[b]thieno[2,3-d]oxepin-8-yl)-6-((1-carboxycyclohexyl)carbamoyl)picolinic acid